N-(4-methyl-3-(6-((1-(methylsulfonyl)azetidin-3-yl)-ethynyl)-5-morpholinopyridin-3-yl)-phenyl)-2-(trifluoro-methyl)isonicotinamide CC1=C(C=C(C=C1)NC(C1=CC(=NC=C1)C(F)(F)F)=O)C=1C=NC(=C(C1)N1CCOCC1)C#CC1CN(C1)S(=O)(=O)C